1-[3-(4-Fluoro-2-methyl-2H-pyrazol-3-yl)-4-methoxyphenyl]-3-(3-trifluoromethyl-phenyl)-urea FC1=C(N(N=C1)C)C=1C=C(C=CC1OC)NC(=O)NC1=CC(=CC=C1)C(F)(F)F